N-(3-(2-((2,3-difluoro-4-(4-(2-hydroxyethyl)piperazin-1-yl)phenyl)amino)quinazolin-8-yl)phenyl)acrylamide FC1=C(C=CC(=C1F)N1CCN(CC1)CCO)NC1=NC2=C(C=CC=C2C=N1)C=1C=C(C=CC1)NC(C=C)=O